ClC=1C(=C2C=NNC2=CC1F)C=1C=CC=2N(N1)C=C(N2)NC(=O)[C@H]2[C@H](C2)F (1S,2S)-N-(6-(5-chloro-6-fluoro-1H-indazol-4-yl)imidazo[1,2-b]pyridazin-2-yl)-2-fluorocyclopropane-1-carboxamide